2,7-Dichloro-8-fluoro-4-((1R,7S,8R)-8-fluoro-2-azabicyclo[5.1.0]octan-2-yl)pyrido[4,3-d]pyrimidine ClC=1N=C(C2=C(N1)C(=C(N=C2)Cl)F)N2[C@H]1[C@@H]([C@H]1CCCC2)F